dimyristyl-sulfosuccinic acid C(CCCCCCCCCCCCC)C(C(C(=O)O)S(=O)(=O)O)(C(=O)O)CCCCCCCCCCCCCC